tert-butyl 5-bromo-3-cyano-1H-indazole-1-carboxylate BrC=1C=C2C(=NN(C2=CC1)C(=O)OC(C)(C)C)C#N